N-[3-chloro-4-[4-[(2s,4r)-4-hydroxypyrrolidine-2-carbonyl]piperazine-1-carbonyl]phenyl]-5-[2,3-difluoro-4-(3-methyl-1H-pyrazol-4-yl)phenyl]-1-methyl-imidazole-2-carboxamide ClC=1C=C(C=CC1C(=O)N1CCN(CC1)C(=O)[C@H]1NC[C@@H](C1)O)NC(=O)C=1N(C(=CN1)C1=C(C(=C(C=C1)C=1C(=NNC1)C)F)F)C